CCCN1CCCN(C1=O)CCC N,N'-dipropylpropyleneurea